(S)-α-phenylethylamine C1(=CC=CC=C1)[C@H](C)N